OCC(=CCCC(=CCC)C)C hydroxy-2,6-dimethyl-nona-2,6-diene